C1(CC1)C1=NC=2N(C=C1)C=C(C(C2C2=CC=C(C=C2)OC(F)F)=O)C2=CC1=CN(N=C1C=C2)C 2-cyclopropyl-9-[4-(difluoromethoxy)phenyl]-7-(2-methyl-2H-indazol-5-yl)-8H-pyrido[1,2-a]pyrimidin-8-one